C(C)P(OC(C#C)(C)C)(OCC=C)=O (1,1-dimethyl-2-propynyl) (2-propenyl) ethylphosphonate